methylamino (9H-fluoren-9-yl)carboxylate C1=CC=CC=2C3=CC=CC=C3C(C12)C(=O)ONC